8-methyl-2-[(pyridin-4-yl)methyl]-4,5-dihydro-2H-furo[2,3-g]indazole-7-carboxylic acid CC1=C(OC=2CCC3=CN(N=C3C21)CC2=CC=NC=C2)C(=O)O